FC1=CC=C(C=C1)C1=C(C=C(N=N1)NC=1N=CC(=NC1)C#N)NCC1CCNCC1 5-(6-(4-fluorophenyl)-5-(piperidin-4-ylmethylamino)pyridazin-3-ylamino)pyrazine-2-carbonitrile